2,3-dihydro-benzofuran-5-carboxylic acid {2-[methyl-(1-oxetan-3-yl-piperidin-4-yl)-amino]-benzooxazol-5-yl}-amide CN(C=1OC2=C(N1)C=C(C=C2)NC(=O)C=2C=CC1=C(CCO1)C2)C2CCN(CC2)C2COC2